methyl 6-methyl-5-((1-methyl-6-((2-methylpyridin-3-yl)amino)-1H-pyrazolo[3,4-d]pyrimidin-3-yl)amino)nicotinate CC1=NC=C(C(=O)OC)C=C1NC1=NN(C2=NC(=NC=C21)NC=2C(=NC=CC2)C)C